tert-butyl (3S,4S)-3-[[6-(6-chloroimidazo[1,2-a]pyrazin-3-yl)-2-pyridyl]amino]-4-fluoro-pyrrolidine-1-carboxylate ClC=1N=CC=2N(C1)C(=CN2)C2=CC=CC(=N2)N[C@H]2CN(C[C@@H]2F)C(=O)OC(C)(C)C